1,3-diazacyclopenta-2,4-diene N1C=NC=C1